FC1(C(C(C(C2(C3(C(C(C(C(C3(C(C(C12F)(F)F)(F)F)F)(F)F)(F)F)(F)F)(F)F)F)F)(F)F)(F)F)(F)F)F perfluoroperhydrophenanthrene